C=1N=NN2C1C=1NC3=CC=CC=C3C1C=C2 Triazolo[1',5':1,2]Pyrido[3,4-b]Indole